7-((3,4-Difluorobenzyl)oxy)-2-pivaloyl-3,4,11,11a-tetrahydro-1H-pyrazino[1',2':3,4]imidazo[1,2-c]pyrimidin-9(2H)-one FC=1C=C(COC=2C=C3N(C(N2)=O)CC2N3CCN(C2)C(C(C)(C)C)=O)C=CC1F